ClC1=CC2=C(N=CN(C2=O)CC2(CCN(CC2)C(=O)C2=CN=C(O2)C2CC2)O)N1C1=CC(=C(C=C1)F)OC 6-Chloro-3-((1-(2-cyclopropyloxazole-5-carbonyl)-4-hydroxypiperidin-4-yl)methyl)-7-(4-fluoro-3-methoxyphenyl)-3H-pyrrolo[2,3-d]pyrimidin-4(7H)-one